3-[4-(3,3-difluoro-4-piperidyl)phenyl]piperidine-2,6-dione TFA salt OC(=O)C(F)(F)F.FC1(CNCCC1C1=CC=C(C=C1)C1C(NC(CC1)=O)=O)F